N-benzyl-hydroxypyridin-2(1H)-one C(C1=CC=CC=C1)N1C(C(=CC=C1)O)=O